N1C(=NC2=C1C=CC=C2)C2CCN(CC2)C(CCC2(N=N2)CCC#C)=O 1-(4-(1H-benzo[d]imidazol-2-yl)piperidin-1-yl)-3-(3-(but-3-yn-1-yl)-3H-diazirin-3-yl)propan-1-one